BrC=1C(=NN2C1CO[C@@](C2)(C(F)(F)F)C)C2=NC=C(C=C2)F (S)-3-bromo-2-(5-fluoropyridin-2-yl)-6-methyl-6-(trifluoromethyl)-6,7-dihydro-4H-pyrazolo[5,1-c][1,4]oxazine